N-[4-chloro-3-(trifluoromethyl)phenyl]-2-ethoxy-6-pentadecyl-benzamide ClC1=C(C=C(C=C1)NC(C1=C(C=CC=C1CCCCCCCCCCCCCCC)OCC)=O)C(F)(F)F